C(C)OC1=C(OCC(=O)NC2=C(C=CC=C2)C)C=CC(=C1)\C=C\C(=O)C1=CC=C(C=C1)O 2-[2-Ethoxy-4-[(E)-3-(4-hydroxyphenyl)-3-oxoprop-1-enyl]phenoxy]-N-(2-methylphenyl)acetamide